5-cyclopropylpyrazine-2-amine C1(CC1)C=1N=CC(=NC1)N